NC1=C(C=CC=C1)CC(C)=O 1-(2-Amino-phenyl)-propanone